tert-butyl (R)-2-methyl-4-(1-((2-methyl-2H-benzo[d][1,2,3]triazol-5-yl)carbamoyl)-2,3-dihydro-1H-pyrrolo[2,3-b]pyridin-4-yl)piperazine-1-carboxylate C[C@H]1N(CCN(C1)C1=C2C(=NC=C1)N(CC2)C(NC2=CC=1C(=NN(N1)C)C=C2)=O)C(=O)OC(C)(C)C